(1S,4s)-4-aminocyclohexanol CC1=C2C(=CC=C1)C=C3C(=C(SC3=N2)C(=O)O)N